3-[1-oxo-6-(quinazolin-4-ylamino)isoindolin-2-yl]piperidine-2,6-dione O=C1N(CC2=CC=C(C=C12)NC1=NC=NC2=CC=CC=C12)C1C(NC(CC1)=O)=O